FC1=C(C#N)C(=C(C(=C1F)C#N)F)F 2,3,5,6-tetrafluoroterephthalonitrile